1-oxa-2,8-diazaspiro[4.6]undec-2-ene-8-carboxylate O1N=CCC12CCN(CCC2)C(=O)[O-]